((1,3,5-triazinan-1,3,5-triyl) tris(2-oxoethylideneethane-2,1-diyl)) triacrylate C(C=C)(=O)OC(CN1CN(CN(C1)CC(=CC=O)OC(C=C)=O)CC(=CC=O)OC(C=C)=O)=CC=O